ethyl 4-amino-6-chloro-2-cyclopropyl-5-fluoro-pyridine-3-carboxylate NC1=C(C(=NC(=C1F)Cl)C1CC1)C(=O)OCC